8-methoxy-5-(tetrahydro-pyran-4-yl)-quinoxalin-2-ylamine COC=1C=CC(=C2N=CC(=NC12)N)C1CCOCC1